FC1=C(CN2N=C3C(N=NN(C3=O)[C@H]3C[C@H](OCC3)C)=C2)C(=CC=C1)F |r| rac-6-(2,6-difluorobenzyl)-3-((2R,4R)-2-methyltetrahydro-2H-pyran-4-yl)-3,6-dihydro-4H-pyrazolo[4,3-d][1,2,3]triazin-4-one